N-(3-(difluoromethyl)-1-(piperidine-4-yl)-1H-pyrazol-4-yl)-5-(1,1-dioxothiomorpholinyl)pyrazolo[1,5-a]pyrimidine-3-formamide FC(C1=NN(C=C1NC(=O)C=1C=NN2C1N=C(C=C2)N2CCS(CC2)(=O)=O)C2CCNCC2)F